(2-chloro-5-fluoropyrimidin-4-yl)spiro[cyclopropane-1,1'-isoindolin]-3'-one ClC1=NC=C(C(=N1)N1C2(C3=CC=CC=C3C1=O)CC2)F